BrC=1C=C(C(=C(C1)C(C)=O)F)F 1-(5'-bromo-2',3'-difluorophenyl)ethan-1-one